OC\C=C/S(=O)(=O)O (Z)-3-hydroxy-1-propenyl-sulfonic acid